1-(6-(4-isopropyl-4H-1,2,4-triazol-3-yl)pyridin-2-yl)-3-(pyridin-2-yl)urea C(C)(C)N1C(=NN=C1)C1=CC=CC(=N1)NC(=O)NC1=NC=CC=C1